N-(2-cyanoethyl)-caprolactam C(#N)CCN1C(CCCCC1)=O